C(C=C)OC(=O)N[C@H](C(=O)O)CCC(=O)NCCOCCOCCOCCOCCOCCOCCOCCOC (2S)-2-(allyloxycarbonylamino)-5-[2-[2-[2-[2-[2-[2-[2-(2-methoxyethoxy)ethoxy]ethoxy]ethoxy]ethoxy]ethoxy]ethoxy]ethylamino]-5-oxo-pentanoic acid